C1(CCC1)CCNC(C1=CC(=CC=C1)NC1=CC=C(C=C1)OCC1=NC=CC=C1)=O N-(2-cyclobutylethyl)-3-((4-(pyridin-2-ylmethoxy)phenyl)amino)benzamide